2,6-dimethoxy-N-(4-methoxy-6-phenylisoxazolo[5,4-b]pyridin-3-yl)benzenesulfonamide COC1=C(C(=CC=C1)OC)S(=O)(=O)NC1=NOC2=NC(=CC(=C21)OC)C2=CC=CC=C2